4-morpholino-6-(pyridin-3-yl)-2-(4-(m-tolyl)-1H-pyrazol-1-yl)furo[3,2-d]pyrimidine O1CCN(CC1)C=1C2=C(N=C(N1)N1N=CC(=C1)C=1C=C(C=CC1)C)C=C(O2)C=2C=NC=CC2